3-benzyl-bromobenzene C(C1=CC=CC=C1)C=1C=C(C=CC1)Br